N1C=C(C=C1)C(=O)N=[N+]=[N-] pyrrole-3-carbonyl azide